NC1=NC=C(C=C1C1=NC=C(C=C1)N1C(CCC1)=O)C1=CSC2=NC=CC=C21 1-(2'-amino-5'-(thieno[2,3-b]pyridin-3-yl)-[2,3'-bipyridin]-5-yl)pyrrolidin-2-one